(3R,4S,5S)-3-fluoro-1-[4-({8-[(2R,3S)-3-(methanesulfonylmeth-yl)-2-methylazetidin-1-yl]-5-(propan-2-yl)-2,7-naphthyridin-3-yl}amino)pyrimidin-2-yl]-5-methoxypiperidin-4-ol F[C@@H]1CN(C[C@@H]([C@@H]1O)OC)C1=NC=CC(=N1)NC=1N=CC2=C(N=CC(=C2C1)C(C)C)N1[C@@H]([C@H](C1)CS(=O)(=O)C)C